tert-butyl (2S,4R)-2-[[4-(2-fluorophenyl)phenoxy]carbamoyl]-4-hydroxy-pyrrolidine-1-carboxylate FC1=C(C=CC=C1)C1=CC=C(ONC(=O)[C@H]2N(C[C@@H](C2)O)C(=O)OC(C)(C)C)C=C1